ClC1=C(C=CC=C1NC1=CC=C(C=C1)S(=O)(=O)C)[C@@]1(CC(N(C(N1)=N)C1CCOCC1)=O)C (6S)-6-[2-Chloro-3-(4-methyl-sulfonylanilino)phenyl]-2-imino-6-methyl-3-(tetrahydropyran-4-yl)hexahydropyrimidin-4-one